(3S,5S,8R,9S,10S,13R,14S,17R)-17-((2R,5S)-5-cyclopropyl-6,6,6-trifluoro-5-hydroxyhexan-2-yl)-3,10,13-trimethylhexadecahydro-1H-cyclopenta[a]phenanthren-3-ol C1(CC1)[C@@](CC[C@@H](C)[C@H]1CC[C@H]2[C@@H]3CC[C@H]4C[C@](CC[C@@]4([C@H]3CC[C@]12C)C)(O)C)(C(F)(F)F)O